butyl 3-(butoxythiocarbonylamino-methyl)-3,5,5-trimethylcyclohexylthiocarbamate C(CCC)OC(=S)NCC1(CC(CC(C1)(C)C)NC(OCCCC)=S)C